7-methyl-3-(piperidin-4-yl)-1H-indole-2-carboxylic acid CC=1C=CC=C2C(=C(NC12)C(=O)O)C1CCNCC1